C(C)(C)(C)OC(N[C@@H]1C(N(C2=C(OC1)C=CC(=C2)OCC(=O)N2CCC(CC2)(C)O)C)=O)=O (S)-(7-(2-(4-hydroxy-4-methylpiperidin-1-yl)-2-oxoethoxy)-5-methyl-4-oxo-2,3,4,5-tetrahydrobenzo[b][1,4]oxazepin-3-yl)carbamic acid tert-butyl ester